3-methoxy-4-(4-methylpiperazin-1-yl)aniline COC=1C=C(N)C=CC1N1CCN(CC1)C